ClC1=C(OC2=NC=C(C(=C2)S(=O)(=O)NC2CN(C2)C)O)C(=CC(=C1)N1N=C(C(NC1=O)=O)C(F)F)Cl 2-(2,6-dichloro-4-(6-(difluoromethyl)-3,5-dioxo-4,5-dihydro-1,2,4-triazin-2(3H)-yl)phenoxy)-5-hydroxy-N-(1-methylazetidin-3-yl)pyridine-4-sulfonamide